2-hydroxy-6-trifluoromethylpyridine potassium salt [K].OC1=NC(=CC=C1)C(F)(F)F